methyl 3-(9-((4-(aminomethyl)-2-(2-fluoroethoxy)phenyl)carbamoyl)-4,5-dihydrobenzo[b]thieno[2,3-d]oxepin-8-yl)-6-(propylcarbamoyl)picolinate NCC1=CC(=C(C=C1)NC(=O)C1=CC2=C(OCCC3=C2SC=C3)C=C1C=1C(=NC(=CC1)C(NCCC)=O)C(=O)OC)OCCF